CN(C1(CCC2(CN(C(N2)=O)C2=CC(=NN2CC(=O)N(C)C)C(F)(F)F)CC1)C1=CC(=CC=C1)F)C Cis-2-(5-(8-(dimethylamino)-8-(3-fluorophenyl)-2-oxo-1,3-diazaspiro[4.5]decan-3-yl)-3-(trifluoromethyl)-1H-pyrazol-1-yl)-N,N-dimethylacetamide